p-nitrophenoxide [N+](=O)([O-])C1=CC=C([O-])C=C1